FC(O[C@@H]1CN(CC1)CCC)F (S)-1-((S)-3-(difluoromethoxy)pyrrolidine-1-yl)propane